BrC1=C2C=NN(C2=CC(=C1/C=C/C(C)(F)F)Cl)C1OCCCC1 (E)-4-(4-bromo-6-chloro-1-(tetrahydro-2H-pyran-2-yl)-1H-indazol-5-yl)-2,2-difluorobut-3-en